2-amino-3,4',5-trihydroxy-3',7-dimethoxyflavone NC1(OC2=CC(=CC(=C2C(C1O)=O)O)OC)C1=CC(=C(C=C1)O)OC